ClC1=C(C(=CC=2C3=C(C=NC12)[C@H](N([C@H]3C)C(=O)OC(C)(C)C)COC(=S)SC)OC)Cl tert-butyl (1S,3S)-6,7-dichloro-8-methoxy-1-methyl-3-((((methylthio)carbonothioyl)oxy)methyl)-1,3-dihydro-2H-pyrrolo[3,4-c]quinoline-2-carboxylate